CC=1C=C(C=CC1)SC=1C=C2CCC[C@@H](C2=CC1)CNC=1C=NC=CC1C(=O)O 3-({[(1S)-6-[(3-methylphenyl)thio]-1,2,3,4-tetrahydronaphthalen-1-yl]methyl}amino)pyridine-4-carboxylic acid